3-chloro-N-(2-(ethylthio)ethyl)pyridinamide ClC=1C(=NC=CC1)C(=O)NCCSCC